5-(4-amino-7-bromo-2-{4-[(2-fluoroacrylamido)]-2-methylphenyl}-1-methylpyrrolo[3,2-c]pyridin-3-yl)-3-chloro-N-[(trifluoromethyl)cyclopropyl]pyridine-2-carboxamide NC1=NC=C(C2=C1C(=C(N2C)C2=C(C=C(C=C2)NC(C(=C)F)=O)C)C=2C=C(C(=NC2)C(=O)NC2(CC2)C(F)(F)F)Cl)Br